ClC=1C=NC(=C(C(=O)NC2CCC(CC2)CN2C(N(C3=C2C=CC=C3)C3=CC(=NC=C3)C)=O)C1)C 5-chloro-2-methyl-N-((1r,4r)-4-((3-(2-methylpyridin-4-yl)-2-oxo-2,3-dihydro-1H-benzo[d]imidazol-1-yl)methyl)cyclohexyl)nicotinamide